(2S,4S)-1-(2-(4-(benzo[b]thiophen-4-ylamino)piperidin-1-yl)acetyl)-4-fluoropyrrolidine-2-carbonitrile S1C2=C(C=C1)C(=CC=C2)NC2CCN(CC2)CC(=O)N2[C@@H](C[C@@H](C2)F)C#N